SCCCCCCCCCCCCP(O)(O)=O 12-sulfhydryl-dodecyl-phosphonic acid